C1(CCCCC1)[C@@H]1N(C[C@H](CC1)C)C(C(=O)NC=1C=C(C(=NC1)OC)C(=O)N)=O 5-[[2-[(2R,5S)-2-cyclohexyl-5-methyl-1-piperidyl]-2-oxo-acetyl]amino]-2-methoxy-pyridine-3-carboxamide